C1(=CC=CC=C1)C=1N=C(C2=CC=CC=C2C1)C1(C(=C(C(CC1)=O)O)C(C)=O)C1=NC(=CC2=CC=CC=C12)C1=CC=CC=C1 bis(phenylisoquinolyl)(acetylhydroxycyclohexeneone)